ClC=1C=NC(=NC1)N 5-Chloropyrimidin-2-amine